6-Chloro-9-((trifluoromethyl)sulfonyl)-3,7,8,9,10,10a-hexahydro-2H-isochromeno[1,8-cd]azepine ClC1=CC=C2CCOC3CN(CCC1=C32)S(=O)(=O)C(F)(F)F